BrC=1C=CC2=C(OC(CO2)(C)C)C1 7-bromo-2,2-dimethyl-2,3-dihydrobenzo[b][1,4]dioxine